FC1=NC(=CC(=N1)Cl)Cl 2-fluoro-4,6-dichloropyrimidine